3-((5-(5-(difluoromethyl)-1,3,4-oxadiazole-2-yl)pyridine-2-yl)methyl)-6-(1-(1-methylpiperidine-4-yl)-1H-pyrazole-4-yl)benzo[d]thiazole-2(3H)-one FC(C1=NN=C(O1)C=1C=CC(=NC1)CN1C(SC2=C1C=CC(=C2)C=2C=NN(C2)C2CCN(CC2)C)=O)F